C12CNCC(CC1)N2C=2SC=1CN(CCC1N2)C(=O)C2OC1=C(C2)C=CC=C1 (2-(3,8-diazabicyclo[3.2.1]octan-8-yl)-6,7-dihydrothiazolo[5,4-c]pyridin-5(4H)-yl)(2,3-dihydrobenzofuran-2-yl)methanone